(1R,3S)-3-(5-amino-1-(tert-butyl)-1H-pyrazol-3-yl)cyclopentyl tert-butylcarbamate C(C)(C)(C)NC(O[C@H]1C[C@H](CC1)C1=NN(C(=C1)N)C(C)(C)C)=O